phenyl-2,4,6-trimethyl-benzoyl phosphinate [PH2](OC(C1=C(C(=C(C=C1C)C)C1=CC=CC=C1)C)=O)=O